COC(=O)C1CN(CC1)C=1C=CC=2C(C3=CC=CC(=C3OC2C1)F)=O 1-(5-fluoro-9-oxo-xanthen-3-yl)pyrrolidine-3-carboxylic acid methyl ester